C(CCCCC)C1=CC=C(C=C1)C1C=CNN1 5-(4-hexyl-phenyl)-pyrazoline